OC=1C=C(N)C=CC1O 3,4-Dihydroxyaniline